C(C)OC=1C(=C2C(=NC1)NC=C2C(=O)C2=CC=C(C=C2)OC2=C(C=CC=C2)F)N[C@H]2CO[C@@H](CC2)CO (5-ethoxy-4-(((3R,6S)-6-(hydroxymethyl)tetrahydro-2H-pyran-3-yl)amino)-1H-pyrrolo[2,3-b]pyridin-3-yl)(4-(2-fluorophenoxy)phenyl)methanone